6-amino-4-hydroxy-2-naphthalenesulfonate NC=1C=C2C(=CC(=CC2=CC1)S(=O)(=O)[O-])O